[(1-methyl-1H-pyrazol-4-yl)carbonyl]N'-(3-bromophenyl)thiourea CN1N=CC(=C1)C(=O)NC(=S)NC1=CC(=CC=C1)Br